3-chloro-2-methyl-5-(4-methylpiperazin-1-yl)phenyl methyl carbonate C(OC1=C(C(=CC(=C1)N1CCN(CC1)C)Cl)C)(OC)=O